(4-((1-methylcyclopentyl)oxycarbonylmethoxy)phenyl)diphenylsulfonium chloride [Cl-].CC1(CCCC1)OC(=O)COC1=CC=C(C=C1)[S+](C1=CC=CC=C1)C1=CC=CC=C1